CC=1NN(C(C1)=O)C1=C(C=CC(=C1)S(=O)(=O)O)Cl 3-methyl-1-(2-chloro-5-sulfophenyl)-pyrazol-5-one